ClC=1C(=C2C(=NC1C)NC(=C2)C(=O)N[C@H]2CC[Si](CCC2)(C)C)F 5-chloro-N-[(4R)-1,1-dimethylsilepan-4-yl]-4-fluoro-6-methyl-1H-pyrrolo[2,3-b]pyridine-2-carboxamide